C1C=CC2=CC=CC3=CC4=C(C1=C23)C=CC=C4 benzophenalene